N-(2-(4,4-difluoropiperidin-1-yl)-6-methylpyrimidin-4-yl)-3-(4,4-dimethyl-1,4-azasilinan-1-yl)-5-((2-hydroxyethyl)sulfonamido)picolinamide FC1(CCN(CC1)C1=NC(=CC(=N1)NC(C1=NC=C(C=C1N1CC[Si](CC1)(C)C)NS(=O)(=O)CCO)=O)C)F